COC1=NC=C(C2=C1N=C(S2)NC(C2=CC=C(C=C2)OC(F)(F)F)=O)C2CCOCC2 N-[4-Methoxy-7-(tetrahydro-pyran-4-yl)-thiazolo[4,5-c]pyridin-2-yl]-4-trifluoromethoxy-benzamide